4-vinylbenzyl N,N-diethyldithiocarbamate C(C)N(C(SCC1=CC=C(C=C1)C=C)=S)CC